S-[2,3-bis(palmitoyloxy)-(2RS)-propyl]-(R)-cysteine C(CCCCCCCCCCCCCCC)(=O)O[C@@H](CSC[C@H](N)C(=O)O)COC(CCCCCCCCCCCCCCC)=O |&1:18|